1-(tert-butyl) 2-methyl (2R,4R)-2-(3-chloropropyl)-4-(3-iodophenoxy)pyrrolidine-1,2-dicarboxylate ClCCC[C@]1(N(C[C@@H](C1)OC1=CC(=CC=C1)I)C(=O)OC(C)(C)C)C(=O)OC